(3-OXO-1-PHENYL-PROPYL)-CARBAMIC ACID TERT-BUTYL ESTER C(C)(C)(C)OC(NC(CC=O)C1=CC=CC=C1)=O